2-(4-methylphenyl)isonicotinic acid methyl ester COC(C1=CC(=NC=C1)C1=CC=C(C=C1)C)=O